3-(6-(3-Fluoropyridin-4-yl)-7H-pyrrolo[2,3-d]pyrimidin-4-yl)-3,8-diazabicyclo[3.2.1]octane-8-carboxylic acid tert-butyl ester C(C)(C)(C)OC(=O)N1C2CN(CC1CC2)C=2C1=C(N=CN2)NC(=C1)C1=C(C=NC=C1)F